N-[1-(2,3-Dihydrobenzofuran-5-yl)ethyl]-3-(3-methoxyphenyl)-acrylamide O1CCC2=C1C=CC(=C2)C(C)NC(C=CC2=CC(=CC=C2)OC)=O